CN(C)CC1=C(C=CC(=N1)NC=1C=CC(=C2CNC(C12)=O)C1=CN=C2N1C=CC(=C2)F)[C@H]2C[C@@H](CC2)OC 7-((6-((dimethyl-amino)methyl)-5-((1R,3R)-3-methoxycyclopentyl)pyridin-2-yl)amino)-4-(7-fluoro-imidazo[1,2-a]pyridin-3-yl)isoindolin-1-one